5-bromo-1-(2-chloropyrimidin-4-yl)-1H-benzo[d]imidazol-2(3H)-one BrC1=CC2=C(N(C(N2)=O)C2=NC(=NC=C2)Cl)C=C1